CN(C)C1C(CC)(CC2=CC=CC=C2)O1 N,N-dimethylaminophenylmethylethylethylene oxide